2-((4-aminophenyl)sulfonyl)ethan-1-ol NC1=CC=C(C=C1)S(=O)(=O)CCO